5,5-diphenyl-hydantoin sodium salt [Na].C1(=CC=CC=C1)C1(C(NC(N1)=O)=O)C1=CC=CC=C1